N-nitrosourea N(=O)NC(=O)N